dibenzynylacetone C1#CC(=CC=C1)C(C(C)=O)C=1C#CC=CC1